NC(COCC(=O)N(C1CCCCC1)C1CCCCC1)COCC(=O)N(C1CCCCC1)C1CCCCC1 4-2,2'-((2-aminopropane-1,3-diyl)bis(oxy))bis(N,N-dicyclohexylacetamide)